6-((6-aminopyrimidin-4-yl)amino)-3-(3-fluorophenyl)-3,8-dimethyl-2,3-dihydroimidazo[1,5-a]pyridine-1,5-dione NC1=CC(=NC=N1)NC1=CC(=C2N(C1=O)C(NC2=O)(C)C2=CC(=CC=C2)F)C